C(C)(C)C1=CC2=C(C(N(CC23CC3)CC(=O)NC3=NC=CC=N3)=O)N1 2-(2'-Isopropyl-7'-oxo-1',7'-dihydrospiro[cyclopropane-1,4'-pyrrolo[2,3-c]pyridin]-6'(5'H)-yl)-N-(pyrimidin-2-yl)acetamide